C(C)C1=CC=C(C=C1)S(=O)(=O)N p-ethyl-benzenesulfonamide